CC=1C=CC2=C(C1)S(CC1=C2N(N=C1C(=O)O)C1=CC=C(C=C1)CN1CCOCC1)(=O)=O 7-Methyl-1-(4-(morpholinomethyl)phenyl)-1,4-dihydrothiochromeno[4,3-c]pyrazole-3-carboxylic acid 5,5-dioxide